[Au].[Zn] Zinc-gold